C(=O)O.NC1=CN=NC2=CC(=CC=C12)C=1C(=CC(=C(C1)B(O)O)OC)N1N=CC(=C1)OC(F)(F)F [5-(4-AMINOCINNOLIN-7-YL)-2-METHOXY-4-[4-(TRIFLUOROMETHOXY)PYRAZOL-1-YL]PHENYL]BORONIC ACID FORMIC ACID SALT